C(C)OC1=CC=C(C=C1)C1=CC=2C(=NC=CC2)N1 2-(4-ethoxyphenyl)-1H-pyrrolo[2,3-b]pyridine